BrC1=CC=2C3(C4=CC=CC=C4C2C=C1)C1=CC=CC=C1C=1C=CC(=CC13)Cl 2-bromo-2'-chloro-9,9'-spirobifluorene